CC1=CC(=NN1C1=CC=CC=C1)C(=O)N[C@H](C=O)CC1=CC=CC=C1 (S)-5-METHYL-N-(1-OXO-3-PHENYLPROPAN-2-YL)-1-PHENYL-1H-PYRAZOLE-3-CARBOXAMIDE